1-(6,7-dihydro-1H-[1,2,3]triazolo[4,5-c]pyridin-5(4H)-yl)-2-(5-(2-((2,3-dihydro-1H-inden-2-yl)amino)-4-methoxypyrimidin-5-yl)-1,3,4-oxadiazol-2-yl)ethanone N1N=NC=2CN(CCC21)C(CC=2OC(=NN2)C=2C(=NC(=NC2)NC2CC1=CC=CC=C1C2)OC)=O